BrC1=C2C=NN(C2=CC(=C1CCCCOC[C@H]1CN(CCO1)C(=O)OC(C)(C)C)Cl)C1OCCCC1 tert-butyl (2R)-2-((4-(4-bromo-6-chloro-1-(tetrahydro-2H-pyran-2-yl)-1H-indazol-5-yl)butoxy)methyl)morpholine-4-carboxylate